FC1=C(C=CC=C1)N1N=C(N=C1N)NC1=CC=C(C=C1)OCCN1C(CCC1)C 1-(2-fluorophenyl)-N3-(4-(2-(2-methylpyrrolidin-1-yl)ethoxy)phenyl)-1H-1,2,4-triazole-3,5-diamine